ClC=1C(N(C(=CC1O)C)C1=CC(=NC=C1C)N1C(C(=CC=C1)C(C)(C)O)=O)=O 3''-chloro-4''-hydroxyl-3-(2-hydroxypropan-2-yl)-5',6''-dimethyl-2H,2''H-[1,2':4',1''-Terpyridine]-2,2''-dione